FC(C=1C=C(C=CC1)C1=CN=C2N1N=C(C=C2)N[C@H]2C[C@@H](CCCC2)O)(F)F (1R,3R)-3-((3-(3-(trifluoromethyl)phenyl)imidazo[1,2-b]pyridazin-6-yl)amino)cycloheptanol